methyl (1r,3r)-1-(4-bromo-2,6-difluorophenyl)-2-(2,2-difluoropropyl)-3-methyl-2,3,4,9-tetrahydro-1H-pyrido[3,4-b]indole-7-carboxylate BrC1=CC(=C(C(=C1)F)[C@H]1N([C@@H](CC2=C1NC1=CC(=CC=C21)C(=O)OC)C)CC(C)(F)F)F